COC(C1=C(C(=CC=C1)F)SCC1=CC=C(C=C1)OC)=O.C1(=CC=CC=C1)C(=C)C1=C(N)C=CC=C1 2-(1-phenylethenyl)aniline methyl-3-fluoro-2-[(4-methoxyphenyl)methylsulfanyl]benzoate